3-(((S)-2-(tert-butoxycarbonylamino)-3-methylbutanamido)methyl)-6-(4,4,5,5-tetramethyl-1,3,2-dioxaborolan-2-yl)hexanoate C(C)(C)(C)OC(=O)N[C@H](C(=O)NCC(CC(=O)[O-])CCCB1OC(C(O1)(C)C)(C)C)C(C)C